6-t-butyl-p-allylphenol C(C)(C)(C)C1=CC(=CC=C1O)CC=C